(S)-1-[(S)-1-[(4-{2-[N-Methyl(phenethyl)amino]-2-oxoethyl}-1-piperidyl)carbonyl]-3-methylbutyl]-3-isobutyl-2-piperazinone CN(C(CC1CCN(CC1)C(=O)[C@H](CC(C)C)N1C([C@@H](NCC1)CC(C)C)=O)=O)CCC1=CC=CC=C1